ALLYL CYCLOHEXANEBUTYRATE C1(CCCCC1)CCCC(=O)OCC=C